CC1(O[C@@H]2[C@@H](C(O[C@@H]2O1)(CO)CO)OCC3=CC=CC=C3)C 3-O-benzyl-4-C-hydroxymethyl-1,2-O-isopropylidene-α-D-ribofuranose